C1(CC1)OC1=NC(=NC=C1C(=O)NC1=C(C=CC=C1Cl)Cl)NC=1C=NN(C1)CCN1CCCCC1 4-cyclopropoxy-N-(2,6-dichlorophenyl)-2-({1-[2-(piperidin-1-yl)ethyl]-1H-pyrazol-4-yl}amino)pyrimidine-5-carboxamide